C(CC(=O)C)(=O)O.C=CC.C=CC dipropylene Acetoacetate